O[C@@H]1[C@H](O)[C@H](O)[C@@H](O1)CO β-L-lyxofuranose